ethyl (Z)-3-((4-acetamido-3-ethoxyphenyl)amino)-2-cyano-4-methylpent-2-enoate C(C)(=O)NC1=C(C=C(C=C1)N\C(=C(/C(=O)OCC)\C#N)\C(C)C)OCC